C(C=C)(=O)OOCCCCCCCCCCCC dodecyloxy acrylate